BrC1=C(C=C2C(=NC(=NC2=C1F)OC[C@H]1N(CCC1)C)N1CC2CCC(C1)N2C(=O)OC(C)(C)C)Cl tert-butyl 3-(7-bromo-6-chloro-8-fluoro-2-(((S)-1-methylpyrrolidin-2-yl)methoxy)quinazolin-4-yl)-3,8-diazabicyclo[3.2.1]octane-8-carboxylate